FC1=C(C(=CC=C1)C1=NC=CC=N1)C=O (2-fluoro-6-(pyrimidin-2-yl)phenyl)methanone